2-(1-pyrrolidinyl)ethyl-amide N1(CCCC1)CC[NH-]